CC(=C)CCCCCCCC 2-Methyldecene